(6-(3-(2-(cyclopropanecarboxamido)imidazo[1,2-a]pyridin-5-yl)phenyl)-4-(trifluoromethyl)pyridin-2-yl)phosphonic acid C1(CC1)C(=O)NC=1N=C2N(C(=CC=C2)C=2C=C(C=CC2)C2=CC(=CC(=N2)P(O)(O)=O)C(F)(F)F)C1